C(=C)(C)CC(=O)C1=CC=CC=C1.C1(=CC=CC=C1)O.C1(=CC=CC=C1)O bisphenol compound with isopropenylacetophenone